N(=[N+]=[N-])CC(=O)N[C@@H]1C(OC(C)=O)O[C@@H]([C@H]([C@@H]1OC(C)=O)OC(C)=O)COP(=O)(OC1=CC=CC=C1)N[C@@H](C)C(=O)OCC1=CC=NC2=CC=CC=C12 acetyl 2-(2-azidoacetylamino)-2-deoxy-3,4-di-O-acetyl-6-O-(((S)-1-quinolin-4-ylmethoxycarbonylethylamino) (phenoxy) phosphoryl)-D-mannopyranoside